P(=O)([O-])([O-])[O-].[Ca+2].P(=O)([O-])([O-])[O-].[Ca+2].[Ca+2] calcium phosphat